C[C@@H](CN)C1=CC=CC=C1 (R)-beta-methylphenylethylamine